Cl.COC1=NC=CC(=C1)C1=C2CCOC(C2=CC=C1)CNC 1-(5-(2-methoxypyridin-4-yl)isochroman-1-yl)-N-methylmethanamine hydrochloride